2-(3',4'-difluoro-[1,1'-biphenyl]-4-yl)ethan-1-amine hydrochloride Cl.FC=1C=C(C=CC1F)C1=CC=C(C=C1)CCN